3,3-difluoro-1-(5-(4-(3-fluorophenyl)-3,4-dihydro-1H-benzo[4,5]imidazo[2,1-c][1,4]oxazin-7-yl)pyrimidin-2-yl)piperidin-4-ol FC1(CN(CCC1O)C1=NC=C(C=N1)C1=CC2=C(N=C3COCC(N32)C3=CC(=CC=C3)F)C=C1)F